FC1=C(C2=C(C(=C(C(=C2C(=C1F)F)F)F)F)F)OB(O)O.CN methylamine (perfluoronaphthyl)borate